2-(carboxymethyl)-3,5,6-trifluorobenzoic acid C(=O)(O)CC1=C(C(=O)O)C(=C(C=C1F)F)F